1-Methyl-N-(2-methyl-5-{[3-(morpholin-4-ylmethyl)phenyl]carbamoyl}phenyl)-1H-imidazole-5-carboxamide CN1C=NC=C1C(=O)NC1=C(C=CC(=C1)C(NC1=CC(=CC=C1)CN1CCOCC1)=O)C